C(CCC)C(=C)C1=CC=CC=C1 alpha-butylstyrene